CNC[C@H](C1=CC=CC=C1)NC(=O)C=1NC2=C(C=C3C(=NNC3=C2)C2=CC=NC=C2)N1 (S)-N-(2-(methylamino)-1-phenylethyl)-3-(pyridin-4-yl)-1,7-dihydroimidazo[4,5-f]indazole-6-carboxamide